Methyl benzoylformate (Methylbenzoylformate) CC1=C(C(=O)C(=O)O)C=CC=C1.C(C1=CC=CC=C1)(=O)C(=O)OC